5-((tert-butyldimethylsilyl)oxy)-2-fluoro-4-iodoaniline [Si](C)(C)(C(C)(C)C)OC=1C(=CC(=C(N)C1)F)I